FC(C1=CC2=C(SC(=C2)C(N[C@H]2CCC[C@@H]3N(C2=O)[C@@H](CC3)C(=O)N3CC(C3)N3N=C(C=C3)OC)=O)C=C1)P(O)(O)=O (fluoro(2-(((3S,6S,9aS)-3-(3-(3-methoxy-1H-pyrazol-1-yl)azetidine-1-carbonyl)-5-oxooctahydro-1H-pyrrolo[1,2-a]azepin-6-yl)carbamoyl)benzo[b]thiophen-5-yl)methyl)phosphonic acid